(1R,3S)-3-[3-({[6-(tri-fluoromethyl)pyrazin-2-yl]acetyl}amino)-1H-pyrazol-5-yl]cyclopentyl (2S)-butan-2-ylcarbamate C[C@@H](CC)NC(O[C@H]1C[C@H](CC1)C1=CC(=NN1)NC(CC1=NC(=CN=C1)C(F)(F)F)=O)=O